C(C)OCC=1OCCN1 2-ethoxymethyl-2-oxazoline